C(C)OC(=O)C1=C(N=C(N1N)[C@H]1N(CCC1)C(=O)OC(C)(C)C)C1=CC=C(C=C1)C(NC1=NC=CC=C1)=O.OC1=C(C=C(C=C1)C(C)(C)C)N1N=C2C(=N1)C=CC=C2 2-(2-hydroxy-5-tert.-butylphenyl)benzotriazole ethyl-(S)-1-amino-2-(1-(tert-butoxycarbonyl)pyrrolidin-2-yl)-4-(4-(pyridin-2-ylcarbamoyl)phenyl)-1H-imidazole-5-carboxylate